ClC=1C(=CC(=C(C(=O)NC=2C=C(C=CC2)[S@](=O)(C)=NC([C@@H](C)NC(OC(C)(C)C)=O)=O)C1)OC=1C(=NC(=CC1)F)C)C(F)(F)F tert-butyl ((R)-1-(((R)-(3-(5-chloro-2-((6-fluoro-2-methylpyridin-3-yl)oxy)-4-(trifluoromethyl)benzamido)phenyl)(methyl)(oxo)-λ6-sulfaneylidene)amino)-1-oxopropan-2-yl)carbamate